8-(isoxazol-4-yl)-N2-((1R,4R)-4-methoxycyclohexyl)pyrido[4,3-d]pyrimidine-2,5-diamine O1N=CC(=C1)C1=CN=C(C2=C1N=C(N=C2)NC2CCC(CC2)OC)N